C1(CCCC1)NC1=CC=C(C=C1)[C@H]1[C@H](C[C@@H]2[C@H](N1C(C1=C(C=CC=C1C)F)=O)COC2)C(=O)NC=2C=C1C=CN(C1=CC2)C (2R,3S,4aR,7aS)-2-(4-(cyclopentylamino)phenyl)-1-(2-fluoro-6-methylbenzoyl)-N-(1-methyl-1H-indol-5-yl)octahydrofuro[3,4-b]pyridine-3-carboxamide